3,4-Dichloro-5-hydroxy-1-prop-2-ynyl-1,5-dihydro-pyrrol-2-one ClC=1C(N(C(C1Cl)O)CC#C)=O